2,4-dimethylcyclohexane diisocyanate [N-]=C=O.[N-]=C=O.CC1CCCC(C1)C